NCCN1N=C2C3=C(CCC2=C1)OC(=C3C)C(=O)NC[C@H]3OCCOC3 2-(2-Aminoethyl)-N-[(2R)-1,4-dioxan-2-ylmethyl]-8-methyl-4,5-dihydro-2H-furo[2,3-g]indazol-7-carboxamid